6-chloro-1-(2,4-difluorophenyl)-4-oxo-1,4-dihydro-1,8-naphthyridine-3-carboxylic acid chloride ClC=1C=C2C(C(=CN(C2=NC1)C1=C(C=C(C=C1)F)F)C(=O)Cl)=O